FC1(C(CCC1)OC1=C(C=C(C=C1)NC(=O)C=1N=C(OC1CC(F)(F)F)N1CC(C1)OC(C)C)F)F N-{4-[(2,2-difluorocyclopentyl)oxy]-3-fluorophenyl}-2-[3-(propan-2-yloxy)azetidin-1-yl]-5-(2,2,2-trifluoroethyl)oxazole-4-carboxamide